xylenol CC1=C(C(=CC=C1)O)C